ethyl (Z)-2-(5-fluoroindol-1-yl)-3-[(4-methyl-5-oxo-2H-furan-2-yl)oxy]prop-2-enoate FC=1C=C2C=CN(C2=CC1)\C(\C(=O)OCC)=C/OC1OC(C(=C1)C)=O